(2-(6-(2-ethyl-5-fluoro-4-hydroxyphenyl)-1H-indazol-3-yl)-4,6-dihydropyrrolo[3,4-d]imidazole-5(1H)-yl)(pyrrolidin-1-yl)methanone C(C)C1=C(C=C(C(=C1)O)F)C1=CC=C2C(=NNC2=C1)C1=NC2=C(N1)CN(C2)C(=O)N2CCCC2